tert-butyl (3,4-dichloro-6-fluoro-5-methyl-9H-pyrido[2,3-b]indol-8-yl)(ethyl)carbamate ClC1=C(C2=C(NC3=C(C=C(C(=C23)C)F)N(C(OC(C)(C)C)=O)CC)N=C1)Cl